[Na].N1=CN=CN=C1 1,3,5-triazine monosodium salt